tert-butyl (5R)-5-[(4-tert-butylphenyl)-[2-(cyclohexylamino)-2-oxo-1-(3-pyridyl)ethyl]carbamoyl]-2,2-dimethyl-pyrrolidine-1-carboxylate C(C)(C)(C)C1=CC=C(C=C1)N(C(=O)[C@H]1CCC(N1C(=O)OC(C)(C)C)(C)C)C(C(=O)NC1CCCCC1)C=1C=NC=CC1